(S)-(1-(2-((tert-Butoxycarbonyl)glycyl)hydrazino)-3-(1H-indol-3-yl)-1-oxopropan-2-yl)carbamic acid benzyl ester C(C1=CC=CC=C1)OC(N[C@H](C(=O)NNC(CNC(=O)OC(C)(C)C)=O)CC1=CNC2=CC=CC=C12)=O